methyl-acetic acid CCC(=O)O